ClC1=CC=C2C(=N1)NC=C2S(=O)(=O)NC2=NC=C(C(=N2)OC)OC(CF)(F)F 6-chloro-N-[4-methoxy-5-(1,1,2-trifluoroethoxy)pyrimidin-2-yl]-1H-pyrrolo[2,3-b]pyridine-3-sulfonamide